tris(dimethyl-aminopropyl)hexahydro-1,3,5-triazin CC(CCN1CN(CN(C1)CCC(C)(C)N)CCC(C)(C)N)(N)C